1-(3,5-di-tert-butylphenyl)-3-[6-methyl-3-({9-[3,5-di(methyl-d3)-4-phenylpyridin-2-yl]carbazol-2-yl}oxy)phenyl]benzimidazolium C(C)(C)(C)C=1C=C(C=C(C1)C(C)(C)C)[N+]1=CN(C2=C1C=CC=C2)C2=CC(=CC=C2C)OC2=CC=1N(C3=CC=CC=C3C1C=C2)C2=NC=C(C(=C2C([2H])([2H])[2H])C2=CC=CC=C2)C([2H])([2H])[2H]